2-(6-amino-1-(4-amino-3-methylbenzyl)-1H-pyrazolo[3,4-d]pyrimidin-4-yl)isonicotinonitrile NC1=NC(=C2C(=N1)N(N=C2)CC2=CC(=C(C=C2)N)C)C=2C=C(C#N)C=CN2